2,4,6-triiodobenzoyl chloride IC1=C(C(=O)Cl)C(=CC(=C1)I)I